3,6-DIETHYL-1,2,4,5-TETRATHIANE C(C)C1SSC(SS1)CC